C[Si](CCOCN1N=CC2=CC=CC(=C12)N)(C)C ((2-(trimethylsilyl)ethoxy)methyl)-1H-indazol-7-amine